2-[(4-{6-[(4-chloro-2-fluorobenzyl)oxy]pyridin-2-yl}piperidin-1-yl)methyl]-1-{[1-(2-methoxyethyl)piperidin-3-yl]methyl}-1H-benzimidazole-6-carboxylic acid ClC1=CC(=C(COC2=CC=CC(=N2)C2CCN(CC2)CC2=NC3=C(N2CC2CN(CCC2)CCOC)C=C(C=C3)C(=O)O)C=C1)F